methyl 5-((4,6-difluoro-5-(4'-((2-(2-hydroxyethoxy)ethoxy)methyl)-[1,1'-biphenyl]-4-yl)-1-((2-(trimethylsilyl)ethoxy)methyl)-1H-benzo[d]imidazol-2-yl)oxy)-2-methylbenzoate FC1=C(C(=CC=2N(C(=NC21)OC=2C=CC(=C(C(=O)OC)C2)C)COCC[Si](C)(C)C)F)C2=CC=C(C=C2)C2=CC=C(C=C2)COCCOCCO